5-(4-fluorobenzyl)-N-(4-(5-((4-hydroxy-4-methylpentyl)oxy)-2-(trifluoromethyl)phenyl)pyridin-2-yl)-4H-1,2,4-triazole-3-carboxamide FC1=CC=C(CC=2NC(=NN2)C(=O)NC2=NC=CC(=C2)C2=C(C=CC(=C2)OCCCC(C)(C)O)C(F)(F)F)C=C1